C1(CCCC2=CC=CC=C12)CNC=1C=NC=CC1C(=O)O 3-[(1,2,3,4-tetrahydronaphthalen-1-ylmethyl)amino]pyridine-4-carboxylic acid